ClC1=C(C=C(C(=C1)F)C1=NC=C(C=C1Cl)C(F)(F)F)C1=NOC(C1)(C(=O)OCC)C ethyl 3-[2-chloro-5-[3-chloro-5-(trifluoromethyl)-2-pyridyl]-4-fluoro-phenyl]-5-methyl-4H-isoxazole-5-carboxylate